BrC=1OC(=NN1)C1=CC=CC=2SC3=C(C21)C=CC=C3 2-bromo-5-(dibenzothiophen-1-yl)-1,3,4-oxadiazole